ClC=1C=NC=C(C1[C@@H](C)OC=1C=C2C(=NNC2=CC1)C=1C=NC(=NC1)N1CCN(CCC1)S(=O)(=O)C)Cl 5-[(1R)-1-(3,5-Dichloro-4-pyridyl)ethoxy]-3-[2-(4-methylsulfonyl-1,4-diazepan-1-yl)pyrimidin-5-yl]-1H-indazole